C1(CC1)C=1C=2N(C=CC1)C=C(N2)C=NO C8-Cyclopropylimidazo[1,2-a]pyridin-2-formaldoxime